1-({3,4-difluoro-2-[(2-fluoro-4-iodophenyl)amino]phenyl}carbonyl)-3-{[(tetrahydro-2H-pyran-4-ylmethyl)amino]methyl}azetidin-3-ol FC=1C(=C(C=CC1F)C(=O)N1CC(C1)(O)CNCC1CCOCC1)NC1=C(C=C(C=C1)I)F